1,3,4,6,7,9,9b-Heptaazaphenalene-2,5,8-triamine N1=C(N=C2N=C(N=C3N=C(N=C1N23)N)N)N